COCC=1C=2N(C=C(C1)C(F)(F)F)C=C(N2)C(=O)C=2N=C1N(C=C(C=C1COC)C(F)(F)F)C2 [8-(methoxymethyl)-6-(trifluoromethyl)imidazo[1,2-a]Pyridin-2-yl]Ketone